5-[4-[[(3-ethyl-2-pyridinyl)amino]methyl]-2-fluoro-6-hydroxy-phenyl]-1,1-dioxo-1,2,5-thiadiazolidin-3-one C(C)C=1C(=NC=CC1)NCC1=CC(=C(C(=C1)O)N1CC(NS1(=O)=O)=O)F